5-oxo-8-(trifluoromethyl)pyrazolo[1,5-a]pyrido[3,2-e]pyrimidin-4(5H)-ylacetamide O=C1N(C=2N(C3=C1C=CC(=N3)C(F)(F)F)N=CC2)CC(=O)N